4-amino-7-fluoro-1-methyl-N-(1-methyl-1H-pyrazol-4-yl)-N-(2-(trifluoromethyl)-6,7-dihydro-5H-cyclopenta[b]pyridin-5-yl)-1H-pyrazolo[4,3-c]quinolin-8-carboxamide NC1=NC=2C=C(C(=CC2C2=C1C=NN2C)C(=O)N(C2CCC1=NC(=CC=C12)C(F)(F)F)C=1C=NN(C1)C)F